C(C)(C)N1C=C(C=CC1=O)C(=O)[O-] 1-isopropyl-6-oxo-1,6-dihydropyridine-3-carboxylate